C(C)OC(=O)C=1C=NC2=CC=C(N=C2C1NC(C)C)Br.ClCSC (chloromethyl)(methyl)sulfane ethyl-6-bromo-4-(isopropylamino)-1,5-naphthyridine-3-carboxylate